ClC(C1=NC(=NO1)C=1C=NC(=NC1)NC1(CC(C1)C)C1=C(C=CC=C1)F)(F)F 5-[5-[chloro(difluoro)methyl]-1,2,4-oxadiazol-3-yl]-N-[1-(2-fluorophenyl)-3-methylcyclobutyl]pyrimidin-2-amine